ClC(CO)(Cl)Cl 2,2,2-trichloroethan-1-ol